tert-butyl 5-amino-4-(2-amino-4-bromo-anilino)-5-oxo-pentanoate NC(C(CCC(=O)OC(C)(C)C)NC1=C(C=C(C=C1)Br)N)=O